2-(difluoromethoxy)-6-(2H-1,2,3-triazol-2-yl)benzoic acid FC(OC1=C(C(=O)O)C(=CC=C1)N1N=CC=N1)F